bis[2-(3,4-dimethylphenyl)-2-oxoethyl] cyclohexane-1,2-dicarboxylate C1(C(CCCC1)C(=O)OCC(=O)C1=CC(=C(C=C1)C)C)C(=O)OCC(=O)C1=CC(=C(C=C1)C)C